FC1=CNC2=NC=C(C=C21)[N+](=O)[O-] 3-fluoro-5-nitro-1H-pyrrolo[2,3-b]pyridine